COCCN1N=C(C=CC1=O)C1=NC=CC=C1 2-(2-methoxyethyl)-6-(pyridin-2-yl)pyridazin-3(2H)-one